1-{2-fluoro-3-[(2,2,3,3-tetramethyl-4,7,10,13-tetraoxa-3-silapentadecan-15-yl)oxy]-5-(trifluoromethyl)phenyl}-3-{4-methyl-3-[(2-oxo-1,3-dihydroindol-6-yl)amino]phenyl}urea FC1=C(C=C(C=C1OCCOCCOCCOCCO[Si](C(C)(C)C)(C)C)C(F)(F)F)NC(=O)NC1=CC(=C(C=C1)C)NC1=CC=C2CC(NC2=C1)=O